CC1=C(C=C(C(=C1)C)[N+](=O)[O-])C=1C(N(N=C(C1)CC)C)=O 4-(2,4-dimethyl-5-nitro-phenyl)-6-ethyl-2-methyl-pyridazin-3-one